C[C@H]1N([C@H](CN(C1)C1=NC=C(C=N1)C(F)(F)F)C)C(=O)OC1CC2(CN(C2)CC2=CC=C(C=C2)Cl)C1 2-[(4-chlorophenyl)methyl]-2-azaspiro[3.3]heptan-6-yl (2R,6S)-2,6-dimethyl-4-[5-(trifluoromethyl)pyrimidin-2-yl]piperazine-1-carboxylate